N-(2-chloro-4-(trifluoromethyl)phenyl)-2-(5-ethyl-2-(4-methylpiperazin-1-yl)-7-oxo-6-(piperazin-1-yl)-[1,2,4]triazolo[1,5-a]pyrimidin-4(7H)-yl)acetamide ClC1=C(C=CC(=C1)C(F)(F)F)NC(CN1C=2N(C(C(=C1CC)N1CCNCC1)=O)N=C(N2)N2CCN(CC2)C)=O